hexadecyl-3-methylimidazole hydrochloride Cl.C(CCCCCCCCCCCCCCC)C1=NC=CN1C